[N+](=O)([O-])CCC1=C(C=CC2=CC=CC=C12)O 1-(2-nitroethyl)-2-naphthol